6,7-dichloro-1-(4-fluoro-2-methylphenyl)-3-(6-methoxy-2-methylpyridin-3-yl)-2,3-dihydropyrido[2,3-d]pyrimidin-4(1H)-one ClC1=CC2=C(N(CN(C2=O)C=2C(=NC(=CC2)OC)C)C2=C(C=C(C=C2)F)C)N=C1Cl